CN1C(C=C(C=C1)B1OC(C(O1)(C)C)(C)C)=O 1-methyl-4-(4,4,5,5-tetramethyl-1,3,2-dioxaborolan-2-yl)pyridin-2(1H)-one